C1(CC1)N(CC(=O)NC)CC1=NC2=CC(=CC=C2C(N1)=O)C 2-(cyclopropyl((7-methyl-4-oxo-3,4-dihydroquinazolin-2-yl)methyl)amino)-N-methylacetamide